1-Hydroxy-2,5-dioxo-3-pyrrolidinesulfonic acid ON1C(C(CC1=O)S(=O)(=O)O)=O